NCC=1C(=C(C=CC1)C1=CC(=CC(=C1)N1CCC2(CC2)CC1)COC1=C(C=CC(=C1)F)CC(=O)O)F 2-(2-((3'-(aminomethyl)-2'-fluoro-5-(6-azaspiro[2.5]octan-6-yl)-[1,1'-biphenyl]-3-yl)methoxy)-4-fluorophenyl)acetic acid